cyclohexyl (2-methyl-5-(2-(2-(piperidin-4-yl)acetamido)benzo[d]thiazol-6-yl)pyridin-3-yl)carbamate CC1=NC=C(C=C1NC(OC1CCCCC1)=O)C1=CC2=C(N=C(S2)NC(CC2CCNCC2)=O)C=C1